NC1=CC=C(C(=N1)C#N)Br 6-Amino-3-bromo-2-cyanopyridine